C(C)(C)(C)OC([C@H]([C@@H](C)[C@H]1OC2(C3=CC=CC=C3OC=3C=CC=CC23)OC1)NC(=O)OCC1=CC=CC=2C3=CC=CC=C3CC12)=O (2S,3R)-3-[(4R)-spiro[1,3-dioxolane-2,9'-xanthen]-4-yl]-2-(fluorenylmethoxycarbonyl-amino)butanoic acid tert-butyl ester